2-(4-chloro-3-fluorophenoxy)-N-{(3S)-4-[2-(3,4-dimethylphenoxy)acetamido]-3-hydroxybicyclo[2.2.2]octan-1-yl}acetamide ClC1=C(C=C(OCC(=O)NC23C[C@@H](C(CC2)(CC3)NC(COC3=CC(=C(C=C3)C)C)=O)O)C=C1)F